3-(azetidin-3-yl)-5-(difluoromethyl)isoxazole N1CC(C1)C1=NOC(=C1)C(F)F